(R)-1-(3-(difluoromethoxy)phenyl)-3-ethyl-3-methyl-N-(3-methyl-1,1-dioxidothietan-3-yl)-2-oxoindoline-5-carboxamide FC(OC=1C=C(C=CC1)N1C([C@](C2=CC(=CC=C12)C(=O)NC1(CS(C1)(=O)=O)C)(C)CC)=O)F